(1R,3S,5R)-2-(2-(3-acetyl-6-(fluoromethyl)-5-((2-methylpyrimidin-5-yl)amino)-1H-indazol-1-yl)acetyl)-N-(6-bromo-3-methylpyridin-2-yl)-5-methyl-2-azabicyclo[3.1.0]hexane-3-carboxamide C(C)(=O)C1=NN(C2=CC(=C(C=C12)NC=1C=NC(=NC1)C)CF)CC(=O)N1[C@@H]2C[C@@]2(C[C@H]1C(=O)NC1=NC(=CC=C1C)Br)C